N-methoxy-N-methyl-1-tetrahydropyran-2-yl-indazole-6-carboxamide CON(C(=O)C1=CC=C2C=NN(C2=C1)C1OCCCC1)C